C1(=CC=CC=C1)C1NS(C2=C(N1)C1=C(C=C2)N=CS1)(=O)=O 2-phenyl-2,3-dihydro-1h-thiazolo[4',5':5,6]benzo[1,2-e][1,2,4]thiadiazine-4,4-dioxide